CC1(CCC(CO1)NC=1N=NC=C2C1C=NC=C2)C 4-((6,6-dimethyltetrahydro-2H-pyran-3-yl)amino)pyrido[3,4-d]pyridazin